(R)-3-(7-(1-((6-(3-Hydroxypyrrolin-1-yl)pyridin-2-yl)methyl)-1H-1,2,3-triazole-4-yl)-3H-imidazo[4,5-b]pyridin-5-yl)-2-methylbenzonitrile OC1=CN(CC1)C1=CC=CC(=N1)CN1N=NC(=C1)C1=C2C(=NC(=C1)C=1C(=C(C#N)C=CC1)C)NC=N2